N-[2,5-difluoro-4-(trifluoromethyl)phenyl]-5-(2-fluorophenyl)-1H-pyrrole-3-sulfonamide FC1=C(C=C(C(=C1)C(F)(F)F)F)NS(=O)(=O)C1=CNC(=C1)C1=C(C=CC=C1)F